F[C@H]1CC(NC1)=O (S)-4-fluoropyrrolidin-2-one